COC1=C(C=C2C=CC(=NC2=C1)C)C1=CN=C(N1)[C@H](CCCCCC(=O)C=1OC=CN1)NC(=O)C1COC2=C(O1)C=CC=C2 N-[(1S)-1-[5-(7-methoxy-2-methylquinolin-6-yl)-1H-imidazol-2-yl]-7-(1,3-oxazol-2-yl)-7-oxoheptyl]-2,3-dihydro-1,4-benzodioxine-2-carboxamide